isopropyl-triphenyl-tin C(C)(C)[Sn](C1=CC=CC=C1)(C1=CC=CC=C1)C1=CC=CC=C1